NC1=C(C=CC=C1)C1=C(C=CC=C1)[Pd+] [2-(2-aminophenyl)phenyl]Palladium (1+)